N-(3-bromo-5-fluoro-2-methylphenyl)-2-(hydroxyimino)acetamide BrC=1C(=C(C=C(C1)F)NC(C=NO)=O)C